tert-butyl 4-[(6-{3-[(3S)-3-(acetyloxy)-5-chloro-2,3-dihydro-1-benzofuran-7-sulfonamido]-2-fluorophenyl}-5-fluoroquinazolin-2-yl)amino]piperidine-1-carboxylate C(C)(=O)O[C@@H]1COC2=C1C=C(C=C2S(=O)(=O)NC=2C(=C(C=CC2)C=2C(=C1C=NC(=NC1=CC2)NC2CCN(CC2)C(=O)OC(C)(C)C)F)F)Cl